S(SC1=C(C(=C(C=C1)F)[N+](=O)[O-])C)C1=C(C(=C(C=C1)F)[N+](=O)[O-])C Disulfandiylbis(4-fluoro-2-methyl-3-nitrobenzene)